C(C)(=O)OC1C(OC2=CC(=CC(=C2C1=O)O)O)C1=CC=C(C=C1)OC 3-acetoxy-5,7-dihydroxy-4'-methoxyflavanone